IC=1C=C(C=CC1)\C=C\CCCC 1-(3-iodophenyl)-trans-1-hexene